1-[3-(1-hydroxyethyl)-6-[5-[(6-methyl-3-pyridyl)amino]-6-(2-morpholinoethoxy)benzimidazol-1-yl]-2-pyridyl]-5-methyl-pyrazole-3-carbonitrile OC(C)C=1C(=NC(=CC1)N1C=NC2=C1C=C(C(=C2)NC=2C=NC(=CC2)C)OCCN2CCOCC2)N2N=C(C=C2C)C#N